(rac)-N-{4-[3-Bromo-7-(2,2-difluoroethyl)-5-methyl-4-oxo-4,5-dihydro-1H-pyrrolo[3,2-c]pyridin-2-yl]pyridin-2-yl}-4,4-difluoro-2-(4-fluorophenyl)butanamide BrC1=C(NC2=C1C(N(C=C2CC(F)F)C)=O)C2=CC(=NC=C2)NC([C@H](CC(F)F)C2=CC=C(C=C2)F)=O |r|